3-(azetidin-3-yl)propanenitrile N1CC(C1)CCC#N